ClC1=NC=C(C(=C1)C1=C(C=NC(=C1)C)C(=O)NC=1SC2=C(N1)CN(C2)C(C2=NC=C(C(=C2C)C(F)(F)F)C)=O)OC 2'-chloro-N-(5-(3,5-dimethyl-4-(trifluoromethyl)picolinoyl)-5,6-dihydro-4H-pyrrolo[3,4-d]thiazol-2-yl)-5'-methoxy-6-methyl-[4,4'-bipyridine]-3-carboxamide